N[C@@H]1CC=2C=CC(=NC2CC1)N1C[C@H]([C@@H](C1)COC)N(C(OC(C)(C)C)=O)C trans-tert-Butyl N-[1-[(6S)-6-amino-5,6,7,8-tetrahydroquinolin-2-yl]-4-(methoxymethyl)pyrrolidin-3-yl]-N-methylcarbamate